tert-butyl ((1R,3r,5S,6s)-3-(benzyloxy)bicyclo[3.1.0]hexan-6-yl)carbamate C(C1=CC=CC=C1)OC1C[C@H]2C([C@H]2C1)NC(OC(C)(C)C)=O